5-aminopentan NCCCCC